5-(3,5-difluorophenyl)-2-(2-pentyn-1-yl)-2H-tetrazole FC=1C=C(C=C(C1)F)C=1N=NN(N1)CC#CCC